rac-1-methyl-N5-(1-(2-methylthiazol-5-yl)ethyl)-1H-benzo[d]imidazole-2,5-diamine CN1C(=NC2=C1C=CC(=C2)N[C@H](C)C2=CN=C(S2)C)N |r|